FC(C=1C=CC(=C2CCCSC12)B(O)O)(F)F (8-(trifluoromethyl)thiochroman-5-yl)boronic acid